5-(2-amino-[1,2,4]triazolo[1,5-a]pyridin-7-yl)-N-(3,5-difluoro-2-((tetrahydro-2H-pyran-3-yl)oxy)benzyl)-2-methylnicotinamide NC1=NN2C(C=C(C=C2)C=2C=NC(=C(C(=O)NCC3=C(C(=CC(=C3)F)F)OC3COCCC3)C2)C)=N1